ClC=1C=CC(=C(C#N)C1)N1CCC2(CC1)C=1C=CC(=NC1CN(C2)C[C@@H]2NCCC2)C=2C(=NC=CC2)OCC 5-chloro-2-[2-(2-ethoxypyridin-3-yl)-7-[[(2R)-pyrrolidin-2-yl]methyl]spiro[6,8-dihydro-1,7-naphthyridine-5,4'-piperidine]-1'-yl]benzonitrile